COC(CCC#CC1=CC=C(C=C1)C1=CC(=NO1)CN1C(=NC=C1)[C@H](C)O)=O (S)-5-(4-(3-((2-(1-hydroxyethyl)-1H-imidazol-1-yl)methyl)isoxazol-5-yl)phenyl)pent-4-ynoic acid methyl ester